6-(6-(4,4-difluoropiperidine-1-carbonyl)naphthalen-1-yl)-2-(2-hydroxyethyl)phthalazin-1(2H)-one FC1(CCN(CC1)C(=O)C=1C=C2C=CC=C(C2=CC1)C=1C=C2C=NN(C(C2=CC1)=O)CCO)F